C(C=C)(=O)N1CCC(CC1)OC=1N=C2C(=NC1)NC=C2C(=O)N[C@H](C)C2CC2 |r| Racemic-2-[(1-acryloylpiperidin-4-yl)oxy]-N-(1-cyclopropylethyl)-5H-pyrrolo[2,3-b]pyrazine-7-carboxamide